monohexyl phthalate C(C=1C(C(=O)[O-])=CC=CC1)(=O)OCCCCCC